[3-[4-(dimethylamino)-5,6,7,8-tetrahydropyrido[3,4-d]pyrimidin-2-yl]pyrrolidin-1-yl]-[4-(4-methyl-1-piperidyl)phenyl]methanone CN(C=1C2=C(N=C(N1)C1CN(CC1)C(=O)C1=CC=C(C=C1)N1CCC(CC1)C)CNCC2)C